FC(C(=O)O)(F)F.FC(C(=O)O)(F)F.NC1=NC2=CC(=CC=C2C(=C1)NCCC(=O)N1CCOCC1)C1=CC=NN1 3-((2-amino-7-(1H-pyrazol-5-yl)quinolin-4-yl)amino)-1-morpholinopropan-1-one bis-trifluoroacetate